(3,3-difluoropiperidin-1-yl)-3-nitrobenzonitrile FC1(CN(CCC1)C1=C(C#N)C=CC=C1[N+](=O)[O-])F